selenium silicon cadmium barium [Ba].[Cd].[Si].[Se]